N-{[(9H-fluoren-9-yl)methoxy]carbonyl}-3-pyridin-4-yl-L-alanine C1=CC=CC=2C3=CC=CC=C3C(C12)COC(=O)N[C@@H](CC1=CC=NC=C1)C(=O)O